BrC=1C=2N(C=CC1)N=C(N2)C=O 8-bromo-[1,2,4]triazolo[1,5-a]pyridine-2-carbaldehyde